(6-((3S,4S)-4-amino-3-methyl-2-oxa-8-azaspiro[4.5]decan-8-yl)-3-((2-fluoro-4-methylphenyl)ethynyl)-1H-pyrazolo[3,4-b]pyrazin-5-yl)methanol N[C@@H]1[C@@H](OCC12CCN(CC2)C2=C(N=C1C(=N2)NN=C1C#CC1=C(C=C(C=C1)C)F)CO)C